FC(C=1C=C(C=C(C1)C(F)(F)F)[C@@H]1C([C@H]1C(=O)O)(Cl)Cl)(F)F (1r,3r)-3-(3,5-bis(trifluoromethyl)phenyl)-2,2-dichlorocyclopropane-1-carboxylic acid